tert-Butyl (tert-butyloxycarbonyl)(8-(3,3-difluoroazetidin-1-yl)imidazo[1,2-a]pyridin-6-yl)carbamate C(C)(C)(C)OC(=O)N(C(OC(C)(C)C)=O)C=1C=C(C=2N(C1)C=CN2)N2CC(C2)(F)F